ClC1=NC(=CC(=N1)C1=CC=CC=C1)C1=CC=CC2=CC=CC=C12 2-chloro-4-phenyl-6-(1-naphthyl)pyrimidine